(2E)-Undeca-2-en-8,10-diynoic acid isobutyl amide C(C(C)C)NC(\C=C\CCCCC#CC#C)=O